N-(3-(3'-chloro-6-methoxy-5-((((5-oxopyrrolidin-2-yl)methyl)amino)methyl)-[2,4'-bipyridin]-2'-yl)-2-methylphenyl)-5-(((2-hydroxyethyl)amino)methyl)-6-methoxypicolinamide ClC=1C(=NC=CC1C1=NC(=C(C=C1)CNCC1NC(CC1)=O)OC)C=1C(=C(C=CC1)NC(C1=NC(=C(C=C1)CNCCO)OC)=O)C